OC=1C=C(C=CC1)P (3-hydroxyphenyl)phosphine